ClC1=NC(=NC=C1)N 4-chloropyrimidin-2-amine